(8Z,11Z,14Z)-icosa-8,11,14-trienoic acid C(CCCCCC\C=C/C\C=C/C\C=C/CCCCC)(=O)O